FC(C)(F)C1=C(C=CC(=C1)F)C1=C(C2=C(S1)C=C(C=C2)C(=O)O)OC2=CC=C(C=C2)O[C@@H]2CN(CC2)CCCF (S)-2-(2-(1,1-difluoroethyl)-4-fluorophenyl)-3-(4-((1-(3-fluoropropyl)pyrrolidin-3-yl)oxy)phenoxy)benzo[b]thiophene-6-carboxylic acid